CC(CCOC=1C=C(C=CC1)C=1SC=2NS(C=3C=CC=C(N(CCCCCCC4=CC=CC=C4C1N2)CC(C(=O)O)(C)C)N3)(=O)=O)(C)C 3-[6-[3-(3,3-dimethylbutoxy)phenyl]-2,2-dioxo-2λ6,5-dithia-3,20,25,26-tetrazatetracyclo[19.3.1.14,7.08,13]hexacosa-1(25),4(26),6,8,10,12,21,23-octaen-20-yl]-2,2-dimethyl-propanoic acid